hafnium magnesium bismuth [Bi].[Mg].[Hf]